FC(COCCOCCO[Al](OCCOCCOCC(C(F)(F)F)(F)F)OCCOCCOCC(C(F)(F)F)(F)F)(C(F)(F)F)F tris(2-(2-(2,2,3,3,3-pentafluoropropoxy)ethoxy)ethoxy)aluminum